(S,E)-6-(3-(1-Aminocyclopentyl)acryloyl)4-(2-(1-ethyl-3-(trifluoromethyl)-1H-pyrazol-4-yl)phenyl)-4,5,6,7-tetrahydrothieno[2,3-c]pyridine-2-carbonitrile NC1(CCCC1)/C=C/C(=O)N1CC2=C([C@@H](C1)C1=C(C=CC=C1)C=1C(=NN(C1)CC)C(F)(F)F)C=C(S2)C#N